O1C=C(C=C1)C1=CC=C(C=C1)C1=CC=CC=2N1N=CC2C(=O)N2CCCCC2 [7-[4-(3-furyl)phenyl]pyrazolo[1,5-a]pyridin-3-yl]-(1-piperidyl)methanone